3-(4-bromoindol-1-yl)piperidine-2,6-dione BrC1=C2C=CN(C2=CC=C1)C1C(NC(CC1)=O)=O